Cl/C(/C(=O)OCC=C)=C(/C(=O)OCC=C)\Cl diallyl 2,3-dichloromaleate